C(C)(C)C=1C(=NNC1C=1C=C(C=2N(C1)N=CN2)C)C(=O)NC2CCN(CC2)CC2(COC2)C 4-isopropyl-5-(8-methyl-[1,2,4]triazolo[1,5-a]pyridin-6-yl)-N-(1-((3-methyloxetan-3-yl)methyl)piperidin-4-yl)-1H-pyrazole-3-carboxamide